3-(4-phenoxyphenyl)azetidin-3-ol O(C1=CC=CC=C1)C1=CC=C(C=C1)C1(CNC1)O